ClC=1C=C2C(=CC1)NC(C21CCN(CC1)CCOC1=CC(=C(C(=C1)F)C(C)S(=O)(=O)C)F)=O 5-chloro-1'-{2-[3,5-difluoro-4-(1-methanesulfonyl-ethyl)phenoxy]ethyl}-1,2-dihydrospiro[indole-3,4'-piperidin]-2-one